2-chloro-N-({4-[1-isopropyl-4-(trifluoromethyl)imidazol-2-yl]-3-methoxyphenyl}methyl)-5-nitropyrimidin-4-amine ClC1=NC=C(C(=N1)NCC1=CC(=C(C=C1)C=1N(C=C(N1)C(F)(F)F)C(C)C)OC)[N+](=O)[O-]